6-oxo-2-aminopurine O=C1C2=NC=NC2=NC(=N1)N